4-((5-(Benzyloxy)-2-bromophenyl)ethynyl)tetrahydro-2H-pyran C(C1=CC=CC=C1)OC=1C=CC(=C(C1)C#CC1CCOCC1)Br